4-nitro-2,3,5-trimethylpyridine-N-oxide CC1=C[N+](=C(C(=C1[N+](=O)[O-])C)C)[O-]